CN(C(CCCCCCC[C@@H]1[C@@H](C1)CCCCCCCC)CCCCCCC)C N,N-dimethyl-1-[(1S,2R)-2-octylcyclopropyl]pentadecan-8-amine